C(#C)C1=C2C(=CC(=CC2=CC=C1F)O)C1=C(C=2N=C(N=C(C2C=N1)N1CCNCC1)OC[C@]12[C@H](N(CCC1)C)CCC2)F 5-ethynyl-6-fluoro-4-(8-fluoro-2-(((4aS,7aR)-1-methyloctahydro-4aH-cyclopenta[b]pyridin-4a-yl)methoxy)-4-(piperazin-1-yl)pyrido[4,3-d]pyrimidin-7-yl)naphthalen-2-ol